ClC1=NC=C(C(=N1)NC1=CC2=C(N(C=CO2)CC=2C=NC=CC2)C=C1)F 2-Chloro-5-fluoro-N-[4-(3-pyridinylmethyl)benz[1,4]oxazin-7-yl]-4-pyrimidineamine